4-(4-fluoro-3-(3-(pyrrolidin-1-ylmethyl)azetidine-1-carbonyl)benzyl)phthalazin-1(2H)-one hydrochloride Cl.FC1=C(C=C(CC2=NNC(C3=CC=CC=C23)=O)C=C1)C(=O)N1CC(C1)CN1CCCC1